3-(2-((2,2-dichloroethoxy)methyl)-5-methylphenyl)-2-iminothiazolidin-4-one ClC(COCC1=C(C=C(C=C1)C)N1C(SCC1=O)=N)Cl